C(CC)OC(C(C(C(=O)OCCC)C(C)C)(C#N)C(C)C)=O 2,3-Diisopropyl-2-cyanosuccinic acid di-n-propyl ester